(rac)-((1s,3s)-3-Hydroxy-3-methylcyclobutyl)(6-(5,6,7,8-tetrahydroimidazo[1,5-a]pyridin-1-yl)-2-azaspiro[3.4]octan-2-yl)methanone OC1(CC(C1)C(=O)N1CC2(C1)C[C@@H](CC2)C=2N=CN1C2CCCC1)C |r|